NC1=NC(=NC=C1C(F)F)C=1C=C2C=CN(C(C2=CC1F)=O)CCC[C@H](COC([2H])([2H])[2H])NC=1C=NNC(C1C(F)(F)F)=O 6-[4-amino-5-(difluoromethyl)pyrimidin-2-yl]-7-fluoro-2-[(4R)-4-[[6-oxo-5-(trifluoromethyl)-1H-pyridazin-4-yl]amino]-5-(trideuteriomethoxy)pentyl]isoquinolin-1-one